C(CCCCCCCCC=O)=O 1,10-decandial